5-(2-((2,4-Difluoro-5-((methylsulfonyl)methyl)phenyl)amino)pyrimidin-4-yl)-3,3-dimethylisoIndol-1-one FC1=C(C=C(C(=C1)F)CS(=O)(=O)C)NC1=NC=CC(=N1)C=1C=C2C(NC(C2=CC1)=O)(C)C